N1N=CC2=CC(=CC=C12)CN(C=1SC=C(N1)CCl)CC1=CC(=CC=C1)OC N-((1H-indazol-5-yl)methyl)-4-(chloromethyl)-N-(3-methoxybenzyl)thiazol-2-amine